(E)-4-(((4-((2-(aminomethyl)-3-fluoroallyl)oxy)phenyl)sulfonyl)methyl)-N-cyclopropyl-N-methylbicyclo[2.2.2]octane-1-carboxamide NC/C(/COC1=CC=C(C=C1)S(=O)(=O)CC12CCC(CC1)(CC2)C(=O)N(C)C2CC2)=C\F